2,5-Dimethyl-4-nitrosophenol CC1=C(C=C(C(=C1)N=O)C)O